ClCC1=C(C(C)=C(C(=C1C)C)CCl)C 3,6-Bis(chloromethyl)durene